bis(3,5-dibromo-4-vinylthiophenyl) sulfide BrC1=C(SC(=C1C=C)Br)SC=1SC(=C(C1Br)C=C)Br